BrC1=C(C=C2C(=NC(=NC2=C1F)Cl)N1CC2(C(NC(N2)=O)=O)CCC1)F 7-(7-bromo-2-chloro-6,8-difluoroquinazolin-4-yl)-1,3,7-triazaspiro[4.5]decane-2,4-dione